CN1C(NC(C2=CC=CC=C12)=O)C=1C(=NNC1)C1=CC=C(C=C1)C1=C2C(=NC=C1)NC=C2 1-Methyl-2-[3-[4-(1H-pyrrolo[2,3-b]pyridin-4-yl)phenyl]-1H-pyrazol-4-yl]-2,3-dihydroquinazolin-4-one